C(C)(C)(C)OC(=O)NCC1=CC(=C(C=C1)NC(=O)C1=CC2=C(OCCC3=C2SC=C3)C=C1C=1C(=NC(=CC1)C(NC1CCC1)=O)C(=O)OC)C methyl 3-(9-((4-(((tert-butoxycarbonyl)amino)methyl)-2-methylphenyl)carbamoyl)-4,5-dihydrobenzo[b]thieno[2,3-d]oxepin-8-yl)-6-(cyclobutylcarbamoyl)picolinate